ClC1=C2C(=NC=C1)N=CC21CCCC1 4'-chlorospiro[cyclopentane-1,3'-pyrrolo[2,3-b]pyridin]